ClC1=CC=C(OC[C@@H](C2=CC=NC=C2)N(C(=O)N[C@@H]2COCC2(F)F)C)C=C1 1-[(1R)-2-(4-chlorophenoxy)-1-(4-pyridyl)ethyl]-3-[(3R)-4,4-difluorotetrahydrofuran-3-yl]-1-methyl-urea